BrC=1C(=C(OCCCN2CCC(CC2)NC(C)=O)C=CC1)Cl N-(1-(3-(3-bromo-2-chlorophenoxy)-propyl)piperidin-4-yl)acetamide